CC1N(CC\C(\C1)=N/NS(=O)(=O)C1=CC=C(C=C1)C)C(=O)OC(C)(C)C tert-butyl (4E)-2-methyl-4-[(4-methylbenzenesulfonamido)imino]piperidine-1-carboxylate